CC1=NC2=CC=C(C=C2C(=C1)C=1C=NNC1)C(=O)N1CCOCC1 (2-methyl-4-(1H-pyrazol-4-yl)quinolin-6-yl)(morpholino)methanone